4-bromoamphetamine BrC1=CC=C(CC(N)C)C=C1